4-bromo-1,2-dibromoethylbenzene BrC1=CC=C(C=C1)C(CBr)Br